cis-4,5-difluoro-1,3-dioxolane F[C@@H]1OCO[C@@H]1F